(R)-3-fluoro-2-(5-oxo-4-(3-(tetrahydrofuran-2-yl)-1H-pyrazol-1-yl)-6,7-dihydro-5H-pyrrolo[3,4-b]pyridin-2-yl)benzonitrile FC=1C(=C(C#N)C=CC1)C1=CC(=C2C(=N1)CNC2=O)N2N=C(C=C2)[C@@H]2OCCC2